O=C1N(C[C@@H](C1)CCC)[C@H](C(=O)N)CC (S)-2-((R)-2-oxo-4-propyl-1-pyrrolidinyl)butanamide